ClC=1C=C(C=NC1N1N=CC=N1)NC(=O)C=1C=NN(C1C(F)(F)F)C1=CN=C(C2=CC=CC=C12)C(F)F N-(5-Chloro-6-(2H-1,2,3-triazol-2-yl)pyridin-3-yl)-1-(1-(difluoromethyl)isochinolin-4-yl)-5-(trifluoromethyl)-1H-pyrazol-4-carboxamid